2,4-dibenzyl-6-(m-tolyl)-1,2,4-triazine-3,5(2H,4H)-dione C(C1=CC=CC=C1)N1N=C(C(N(C1=O)CC1=CC=CC=C1)=O)C=1C=C(C=CC1)C